piperidine-3-carboxylic acid (pyridin-4-ylmethyl)-amide N1=CC=C(C=C1)CNC(=O)C1CNCCC1